C(=S)(SC(C(=O)O)(C)C)SC(C(=O)O)(C)C 2,2'-[carbonothioyl-bis(thio)]Bis[2-methylpropionic acid]